3-(5-(bis(4-methoxybenzyl)amino)-2-iodo-[1,2,4]Triazolo[1,5-c]Pyrimidin-7-yl)benzonitrile COC1=CC=C(CN(C2=NC(=CC=3N2N=C(N3)I)C=3C=C(C#N)C=CC3)CC3=CC=C(C=C3)OC)C=C1